4-(3-fluoro-5-((2-methylpyrimidin-5-yl)methoxy)phenoxy)benzoic acid FC=1C=C(OC2=CC=C(C(=O)O)C=C2)C=C(C1)OCC=1C=NC(=NC1)C